1-(5-chloro-2-iodophenoxy)-N-((6-(4-hydroxy-4-(trifluoromethyl)piperidin-1-yl)pyridin-2-yl)sulfonyl)cyclopropanecarboxamide ClC=1C=CC(=C(OC2(CC2)C(=O)NS(=O)(=O)C2=NC(=CC=C2)N2CCC(CC2)(C(F)(F)F)O)C1)I